COCCCN1N=C(C=C1)\C=C\[N+](=O)[O-] (E)-1-(3-methoxypropyl)-3-(2-nitrovinyl)-1H-pyrazole